(3aR,7aR)-3a-(3,4-dimethoxyphenyl)-1-methyl-3,4,5,6,7,7a-hexahydro-2H-indole COC=1C=C(C=CC1OC)[C@]12CCN([C@@H]2CCCC1)C